1-Boc-pyrazole-4-boronic acid pinacol ester C(=O)(OC(C)(C)C)N1N=CC(=C1)B1OC(C)(C)C(C)(C)O1